N-hydroxy-m-bromobenzimidoyl chloride ON=C(C1=CC(=CC=C1)Br)Cl